OC=1C=CC(=NC1C)N1CCN(CC1)C(=O)OC(C)(C)C tert-butyl 4-(5-hydroxy-6-methylpyridin-2-yl)piperazine-1-carboxylate